COC1C(CNCC1)C(=O)OC methyl 4-methoxypiperidine-3-carboxylate